P1(OC2=C(C=C(C=C2CCCC)CCCC)CCC2=C(C(=CC(=C2)CCCC)CCCC)O1)F ethylenebis(4,6-dibutylphenyl) fluorophosphite